bis(2-amino-5-mercapto-1,3,4-thiadiazole) Zinc [Zn].NC=1SC(=NN1)S.NC=1SC(=NN1)S